O1C(CCC1)CC1=CC=2C(=NC=3C=C(C=CC3C2N1)C1=CC=NN1)N 2-[(oxolan-2-yl)methyl]-7-(1H-pyrazol-5-yl)-1H-pyrrolo[3,2-c]quinolin-4-amine